N[C@@H](CCOC1=C(C=C(C=C1)F)C1N(CCC1)C(=O)[O-])C 2-(((R)-3-aminobutoxy)-5-fluorophenyl)tetrahydropyrrole-1-carboxylate